4-fluoro-2-(4-methoxynaphthalen-2-yl)aniline FC1=CC(=C(N)C=C1)C1=CC2=CC=CC=C2C(=C1)OC